5-(4-(((5-(tert-butyl)pyridin-2-yl)amino)methyl)-2-fluoro-6-hydroxyphenyl)-1,2,5-thiadiazolidin-3-one 1,1-dioxide C(C)(C)(C)C=1C=CC(=NC1)NCC1=CC(=C(C(=C1)O)N1CC(NS1(=O)=O)=O)F